3-(dimethylcarbamoylthio)propane-1-sulfonic acid CN(C(=O)SCCCS(=O)(=O)O)C